O=C1NC(CCC1N1C(C2=CC=C(C=C2C1=O)NCCC1=CC=C(C=C1)N1N=CC(=C1)C1=NC2=CC=CC=C2N=C1)=O)=O (2,6-Dioxopiperidin-3-yl)-5-((4-(4-(quinoxalin-2-yl)-1H-pyrazol-1-yl)phenethyl)amino)isoindoline-1,3-dione